ethyl 2,2-dimethyl-3-((methylsulfonyl)oxy)propanoate CC(C(=O)OCC)(COS(=O)(=O)C)C